O=C1NC(CCC1NC1=CC=C(C=C1)C1CCN(CC1)C(=O)OC1=CC=C(C=C1)[N+](=O)[O-])=O (4-nitrophenyl) 4-[4-[(2,6-dioxo-3-piperidyl)amino]phenyl]piperidine-1-carboxylate